ethyl 2-((4-fluorophenyl) amino)-2-oxoacetate FC1=CC=C(C=C1)NC(C(=O)OCC)=O